2,3,4-trimethyl-2-cyclopenten-1-ol CC=1C(CC(C1C)C)O